3-(((7-(1H-pyrazol-4-yl)-2,3-dihydrofuro[3,2-c]pyridin-4-yl)amino)methyl)-N-(2-methoxyethyl)benzamide N1N=CC(=C1)C=1C2=C(C(=NC1)NCC=1C=C(C(=O)NCCOC)C=CC1)CCO2